ClC1=C(C=C(C=C1)NC(=O)[C@@H]1C([C@H]1C1=CC(=C(C=C1)F)C(F)(F)F)(Cl)Cl)NC(C1=CN=C(C(=C1)F)F)=O N-(2-Chloro-5-((1R,3R)-2,2-dichloro-3-(4-fluoro-3-(trifluoromethyl)phenyl)cyclopropane-1-carboxamido)phenyl)-5,6-difluoronicotinamide